C1(=CCCC1)C=1C=C2CCN(C(C2=CC1)=O)C=1C=CC(=C(C1)NS(=O)(=O)C)OCOCCOC N-(5-(6-(cyclopent-1-en-1-yl)-1-oxo-3,4-dihydroisoquinolin-2(1H)-yl)-2-((2-methoxyethoxy)methoxy)phenyl)methanesulfonamide